3-methylaminopropyl-3-ethylcarbodiimide hydrochloride Cl.CNCCCN=C=NCC